C(CCCCCCCCCCCCCCCCC)N(C1=CC=C(C=C1)CCCC)CCCCCCCCCCCCCCCCCC N,N-dioctadecyl-4-butylaniline